OC=1C(=NC=CC1OC)C(=O)N[C@H](C(=O)OC(C)C1(CC1)C1=CC=CC2=CC=CC=C12)C 1-[1-(1-naphthyl) cyclopropyl]ethyl (2S)-2-[(3-hydroxy-4-methoxy-pyridine-2-carbonyl)amino]propanoate